1,3-bis{2-[4-(t-butoxycarbonylamino)phenyl]-2-propyl}benzene C(C)(C)(C)OC(=O)NC1=CC=C(C=C1)C(C)(C)C1=CC(=CC=C1)C(C)(C)C1=CC=C(C=C1)NC(=O)OC(C)(C)C